2-((2-aminoethyl)(2-(3-(2-((cyanomethyl)amino)eth-yl)-2-oxoimidazolidin-1-yl)ethyl)amino)acetonitrile NCCN(CC#N)CCN1C(N(CC1)CCNCC#N)=O